(R)-2-(3-chloro-4-(1,1-difluoroethyl)phenyl)-N-(1-(1-(2,2,2-trifluoroethyl)-1H-pyrazolo[3,4-c]pyridin-5-yl)ethyl)acetamide ClC=1C=C(C=CC1C(C)(F)F)CC(=O)N[C@H](C)C=1C=C2C(=CN1)N(N=C2)CC(F)(F)F